COC=1C(NC(NC1C1=CC=CC=C1)=S)=O 5-methoxy-6-phenyl-2-thiouracil